5,5-difluoro-oxan-3-amine FC1(CC(COC1)N)F